C1=2CN(CCN(CCN(CC(=CC=C1)N2)CC(=O)O)CC(=O)O)CC(=O)O 3,6,9,15-tetraazabicyclo[9.3.1]pentadecane-1(15),11,13-trien-3,6,9-triacetic acid